ClC1=C(C=CC(=C1)F)C1=CC(OC2=NC(=CC=C21)N2C[C@@H](CC2)OC)=O |r| Racemic-4-(2-chloro-4-fluorophenyl)-7-(3-methoxypyrrolidin-1-yl)-2H-pyrano[2,3-b]pyridin-2-one